7-{[2-(2,6-dioxopiperidin-3-yl)-1-oxoisoindolin-4-yl]amino}heptane-1-amine trifluoroacetate FC(C(=O)O)(F)F.O=C1NC(CCC1N1C(C2=CC=CC(=C2C1)NCCCCCCCN)=O)=O